(2-methoxypyrimidin-4-yl)methyl methanesulfonate CS(=O)(=O)OCC1=NC(=NC=C1)OC